BrC1=C(CN[C@@H](CCOC2CC(C2)CCC2=NC=3NCCCC3C=C2)C(=O)O)C(=CN=C1)F N-(3-bromo-5-fluoroisonicotinyl)-O-((1r,3r)-3-(2-(5,6,7,8-tetrahydro-1,8-naphthyridin-2-yl)ethyl)cyclobutyl)-L-homoserine